FC1=C(C(=O)NC2=NC3=C(C=C(C=C3C=C2)F)OC)C(=CC(=C1)N1CCNCC1)F 2,6-difluoro-N-(6-fluoro-8-methoxyquinolin-2-yl)-4-(piperazin-1-yl)benzamide